4-(3-Aminopiperidin-1-yl)-2-(4-fluorophenyl)phthalazin-1(2H)-one-hydrochloride Cl.NC1CN(CCC1)C1=NN(C(C2=CC=CC=C12)=O)C1=CC=C(C=C1)F